n-butyl-arachidic acid C(CCC)C(C(=O)O)CCCCCCCCCCCCCCCCCC